OC1=C(C(=O)C2=CC=CC=C2)C=CC(=C1)OCCOC(C(=C)C)=O 2-hydroxy-4-(methacryloxyethoxy)benzophenone